1-(4-(6-chloro-7-(2,5-difluoro-phenyl)quinazolin-4-yl)piperazin-1-yl)prop-2-en-1-one ClC=1C=C2C(=NC=NC2=CC1C1=C(C=CC(=C1)F)F)N1CCN(CC1)C(C=C)=O